4-bromo-1-{[2-(trimethylsilyl)ethoxy]methyl}-1H-indazole-6-carboxylic acid methyl ester COC(=O)C1=CC(=C2C=NN(C2=C1)COCC[Si](C)(C)C)Br